aza-quinolone N1C(N=CC2=CC=CC=C12)=O